1-[(6aR,8R,9S,9aS)-2,2,4,4-tetraisopropyl-9-methyl-tetrahydro-6H-furo[3,2-f][1,3,5,2,4]trioxadisilocin-8-yl]-3H-pyrimidine-2,4-dione C(C)(C)[Si]1(O[Si](OC[C@@H]2[C@@H](O1)[C@@H]([C@@H](O2)N2C(NC(C=C2)=O)=O)C)(C(C)C)C(C)C)C(C)C